1,4-diazabicyclo[3.2.2]nonan-4-yl-[3-(4-methoxyphenyl)-5,6-dihydro-4H-cyclopenta[c]pyrazol-1-yl]methanone N12CCN(C(CC1)CC2)C(=O)N2N=C(C1=C2CCC1)C1=CC=C(C=C1)OC